OC1=C(C=C(C=C1)C(CC(=O)SCCNC(CCNC([C@@H](C(COP(OP(OC[C@@H]1[C@H]([C@H]([C@@H](O1)N1C=NC=2C(N)=NC=NC12)O)OP(=O)(O)O)(=O)O)(=O)O)(C)C)O)=O)=O)O)OC 4-hydroxy-3-methoxyphenyl-β-hydroxypropionyl-CoA